O(OCCOCCCC=CC(=O)N)OCCOCCCC=CC(=O)N N'-[oxybis(2,1-ethanedioxy-3,1-propanediyl)]bisacrylamide